NC=1C(=NC=C(C1)S(=O)(=O)C1=CC=CC=C1)C1=NN=C(O1)CO {5-[3-amino-5-(phenylsulfonyl)pyridin-2-yl]-1,3,4-oxadiazol-2-yl}methanol